Tert-butyl (1-(4-((6-(3-acetamidophenyl)-3-nitropyridin-2-yl)amino)benzyl)piperidin-4-yl)carbamate C(C)(=O)NC=1C=C(C=CC1)C1=CC=C(C(=N1)NC1=CC=C(CN2CCC(CC2)NC(OC(C)(C)C)=O)C=C1)[N+](=O)[O-]